(S)-6-(4-(2-hydroxy-1-phenylethylamino)-5-(1,3,4-oxadiazol-2-yl)pyrimidin-2-ylamino)-2,2-dimethylfuro[3,2-b]pyridine-3(2H)-one OC[C@H](C1=CC=CC=C1)NC1=NC(=NC=C1C=1OC=NN1)NC=1C=C2C(=NC1)C(C(O2)(C)C)=O